ClC=1C(NC(N(C1)C=1C=NN2C1C=C(C=C2)C[C@H]2C[C@@H](NCC2)C)=O)=O 5-chloro-1-(5-(((2S,4R)-2-methylpiperidin-4-yl)methyl)pyrazolo[1,5-a]pyridin-3-yl)pyrimidine-2,4(1H,3H)-dione